COC(CC[C@@H](C)[C@H]1CC[C@H]2[C@@H]3[C@@H]([C@@H]([C@@H]4C[C@@H](CC[C@]4(C)[C@H]3CC[C@]12C)O)CC)O)=O 6α-ethyl-3α,7α-dihydroxy-5β-cholan-24-oic acid methyl ester